FC(C(=O)O)(F)F.ClC=1C=C(C=CC1N1C(N(C=C1)C)=O)C1=C(C(=CC(=C1)F)C1=CC(=NC(=C1)N1CCNCC1)NC(C)=O)O N-(4-(3'-chloro-5-fluoro-2-hydroxy-4'-(3-methyl-2-oxo-2,3-dihydro-1H-imidazol-1-yl)-[1,1'-biphenyl]-3-yl)-6-(piperazin-1-yl)pyridin-2-yl)acetamide 2,2,2-trifluoroacetate